tert-butyl [{2-[4-(hydroxymethyl)pyrimidin-2-yl]phenyl}(methyl)oxo-λ6-sulfanylidene]carbamate OCC1=NC(=NC=C1)C1=C(C=CC=C1)S(=O)(C)=NC(OC(C)(C)C)=O